3-(2-bromo-4-chlorophenyl)-4,5-dihydro-1,2-oxazole BrC1=C(C=CC(=C1)Cl)C1=NOCC1